Carbon Dioxid C(=O)=O